2-((5S)-1-(4-chlorophenyl)-5-methyl-2-oxopyrrolidin-3-yl)-2-oxoacetic acid ethyl ester C(C)OC(C(=O)C1C(N([C@H](C1)C)C1=CC=C(C=C1)Cl)=O)=O